N-(2-(2,6-dioxopiperidin-3-yl)-1-oxoisoindolin-5-yl)-7-methoxycinnoline-3-carboxamide O=C1NC(CCC1N1C(C2=CC=C(C=C2C1)NC(=O)C=1N=NC2=CC(=CC=C2C1)OC)=O)=O